BrC=1C=CC2=C(CC3(CC=4N2C(=NN4)[C@@H]4CC[C@H](CC4)OC4=NC=CC=C4)OCCO3)C1 8'-bromo-1'-[trans-4-(pyridin-2-yloxy)cyclohexyl]-4'H,6'H-spiro[1,3-dioxolane-2,5'-[1,2,4]triazolo[4,3-a][1]benzazepine]